4-(2-((3-bromo-1-methyl-1H-pyrazol-4-yl)methyl)imidazo[1,2-a]pyridin-6-yl)morpholine BrC1=NN(C=C1CC=1N=C2N(C=C(C=C2)N2CCOCC2)C1)C